N-methyl-4-((4-(3-((2-((1S)-1-((tetrahydro-2H-pyran-2-yl)oxy)ethyl)-1H-imidazole-1-yl)methyl)isoxazol-5-yl)phenyl)ethynyl)benzamide CNC(C1=CC=C(C=C1)C#CC1=CC=C(C=C1)C1=CC(=NO1)CN1C(=NC=C1)[C@H](C)OC1OCCCC1)=O